CC1(O[C@]2([C@@H](O1)[C@@H](O[C@@H]2COC2=CC=C1C=C(C(=NC1=C2)N)Br)N2C=CC1=C2N=CN=C1C)C)C 7-[[(3aR,4R,6R,6aR)-2,2,3a-trimethyl-6-(4-methylpyrrolo[2,3-d]pyrimidin-7-yl)-6,6a-dihydro-4H-furo[3,4-d][1,3]dioxol-4-yl]methoxy]-3-bromo-quinolin-2-amine